CNCCS(=O)(=O)C1=CC=C(C=C1)O 4-[2-(methylamino)ethanesulfonyl]phenol